C(C)SC1=NC(=CC(=C1C(=O)NCC1=CC(=CC=C1)F)C)N1CC(OCC1)C 2-Ethylsulfanyl-N-[(3-fluorophenyl)-methyl]-4-methyl-6-(2-methyl-morpholin-4-yl)-pyridine-3-carboxylic acid amide